C(#N)C(C)(C)C1=CC=2N(C=C1)C(=CN2)C2=CC(=C(C(=O)NCC1=NN(C=C1)C)C(=C2)OC)OC(F)F 4-[7-(1-cyano-1-methyl-ethyl)imidazo[1,2-a]pyridin-3-yl]-2-(difluoromethoxy)-6-methoxy-N-[(1-methylpyrazol-3-yl)methyl]benzamide